1-methoxy-2,7-octadiene COCC=CCCCC=C